O=C1NC(C2(CC2)C1)(C(=O)OCC)C(=O)OCC diethyl 6-oxo-5-azaspiro[2.4]heptan-4,4-dicarboxylate